C(=O)O.CN(C)CC1=C(C=CC(=N1)NC=1C=CC(=C2CNC(C12)=O)C1=CN=C2N1C=CC(=C2)C#N)C2COCC2 3-[7-[[6-[(dimethylamino)methyl]-5-tetrahydrofuran-3-yl-2-pyridyl]amino]-1-oxo-isoindolin-4-yl]imidazo[1,2-a]pyridine-7-carbonitrile Formate salt